ClC1=C(C=CC=C1)CN1CCC(CC1)=O 1-[(2-Chlorophenyl)methyl]piperidin-4-one